CN1C2=C(NC(C3=C1C=CC=C3)=O)C=C(C=C2)C(=O)OC methyl 5-methyl-11-oxo-10,11-dihydro-5H-dibenzo[b,e][1,4]diazepine-8-carboxylate